5-amino-2-(trifluoromethyl)benzonitrile NC=1C=CC(=C(C#N)C1)C(F)(F)F